4-((4-(cyclopentanecarbonyl)piperazine-1-yl)methyl)benzoic acid C1(CCCC1)C(=O)N1CCN(CC1)CC1=CC=C(C(=O)O)C=C1